ClC=1C(=NC(=NC1)N1CCC(CC1)O[C@@H]1CN(CC1)C)N[C@H](C)C1=C(C=C(C=C1)Cl)Cl 5-chloro-N-((R)-1-(2,4-dichlorophenyl)ethyl)-2-(4-(((S)-1-methylpyrrolidin-3-yl)oxy)piperidin-1-yl)pyrimidin-4-amine